CN1C=NC(=CC1=O)C1=CC=CC=2N1N=CC2C(=O)N2CCCCC2 3-Methyl-6-(3-(piperidine-1-carbonyl)pyrazolo[1,5-a]Pyridin-7-yl)pyrimidine-4(3H)-one